CNC(=O)C1=NC=CC=C1 N-methyl-pyridinecarboxamide